(S)-3-((6-bromopyridin-3-yl)oxy)pyrrolidine-1-carboxylic acid tert-butyl ester C(C)(C)(C)OC(=O)N1C[C@H](CC1)OC=1C=NC(=CC1)Br